3-Cyano-6,6-dimethyl-11-oxo-6,11-dihydro-5H-benzo[b]carbazol-8-carboxylic acid (2-methanesulfonylamino-ethyl)-amide CS(=O)(=O)NCCNC(=O)C=1C=CC2=C(C(C=3NC4=CC(=CC=C4C3C2=O)C#N)(C)C)C1